(S)-1-(2-(((2-amino-4-chloro-6-fluorophenyl)amino)methyl)morpholino)ethane-1-one NC1=C(C(=CC(=C1)Cl)F)NC[C@@H]1OCCN(C1)C(C)=O